N1(CCOCC1)C1=CC2=C(N=N1)C=NC=N2 3-(morpholin-4-yl)pyrimido[5,4-c]pyridazin